OC(CNCCCCCCCCCCCCCCCCCCCCCCCCCC(=O)O)COC 26-(2-hydroxy-3-methoxy-propylamino)-hexacosanoic acid